1-(3-acetoxyphenyl)butan-2-one C(C)(=O)OC=1C=C(C=CC1)CC(CC)=O